NC1=NC(N(C=C1F)C[C@@H]1O[C@@H]([C@H]([C@H]1O)O)C)=O 4-amino-1-(((2S,3R,4S,5R)-3,4-dihydroxy-5-methyltetrahydrofuran-2-yl)methyl)-5-fluoropyrimidin-2(1H)-one